ClC1=CC=C(C(=N1)C(=O)NS(=O)(=O)C)N[C@H](C)C=1C=C(C=C2C(C(=C(OC12)C1=C(C=CC(=C1)F)C#N)C)=O)C 6-Chloro-3-[[(1R)-1-[2-(2-cyano-5-fluoro-phenyl)-3,6-dimethyl-4-oxo-chromen-8-yl]ethyl]amino]-N-methylsulfonyl-pyridine-2-carboxamide